1'-methyl-[3,4'-bipyridin]-2'(1'H)-one CN1C(C=C(C=C1)C=1C=NC=CC1)=O